ClC=1C=C(C=CC1)C1=NN(C=N1)\C=C/C(=O)N(C(C)C)F (Z)-3-(3-(3-chlorophenyl)-1H-1,2,4-triazol-1-yl)-N-fluoro-N-isopropylacrylamide